NC=1C2=C(N=CN1)N(C(=C2C2=CC=C(C=C2)OC2=NC=CC=C2)C2CCN(CC2)C(C=C)=O)C 1-(4-(4-amino-7-methyl-5-(4-(pyridin-2-yloxy)phenyl)-7H-pyrrolo[2,3-d]pyrimidin-6-yl)piperidin-1-yl)prop-2-en-1-one